FC=1C=C(C=CC1)C1N=C(CC1)OC 2-(3-fluorophenyl)-5-methoxy-3,4-dihydro-2H-pyrrole